8-Oxa-2-aza-spiro[4.5]decane-2-carboxylic acid [4-methoxy-7-(1-pyridin-2-ylmethyl-1H-pyrazol-4-yl)-thiazolo[4,5-c]pyridin-2-yl]-amide COC1=NC=C(C2=C1N=C(S2)NC(=O)N2CC1(CC2)CCOCC1)C=1C=NN(C1)CC1=NC=CC=C1